1-((7-[4-(2,6-dioxopiperidin-3-yl)-2-fluorophenyl]-7-azaspiro[3.5]nonan-2-ylmethyl)piperidin-4-yl)-6-methoxyindazol-5-yl-6-(trifluoromethyl)pyridine-2-carboxamide O=C1NC(CCC1C1=CC(=C(C=C1)N1CCC2(CC(C2)CN2CCC(CC2)N2N=CC3=CC(=C(C=C23)OC)C=2C(=NC(=CC2)C(F)(F)F)C(=O)N)CC1)F)=O